ascorbic acid diphenyl-propionate C1(=CC=CC=C1)C(C(=O)O)(C)C1=CC=CC=C1.O=C1C(O)=C(O)[C@H](O1)[C@@H](O)CO